N-(4-(1-(4-(5-(difluoromethyl)-1,3,4-oxadiazol-2-yl)-2,6-difluorobenzyl)-1H-1,2,3-triazol-4-yl)benzyl)-N-methyl-1-(pyridin-4-yl)methylamine FC(C1=NN=C(O1)C1=CC(=C(CN2N=NC(=C2)C2=CC=C(CN(C)CC3=CC=NC=C3)C=C2)C(=C1)F)F)F